5-(1H-imidazol-1-yl)-N-(6-(trifluoromethyl)pyridin-3-yl)-1H-pyrazolo[3,4-c]pyridine-7-carboxamide N1(C=NC=C1)C=1C=C2C(=C(N1)C(=O)NC=1C=NC(=CC1)C(F)(F)F)NN=C2